4-(1-bromo-2-(benzenesulfonyl)ethyl)-1,1'-biphenyl BrC(CS(=O)(=O)C1=CC=CC=C1)C1=CC=C(C=C1)C1=CC=CC=C1